BrC=1C=C(C=CC1Cl)C(\C=C(/F)\C1=CC(=C(C(=O)NNC2=NC=CC=N2)C=C1)C(F)(F)F)C(F)(F)F (Z)-4-(3-(3-bromo-4-chlorophenyl)-1,4,4,4-tetrafluorobut-1-en-1-yl)-N'-(pyrimidin-2-yl)-2-(trifluoromethyl)benzoyl-hydrazine